FC=1C=C2NC(C=3N(C2=C(C1C1=C2C=CN(C2=CC(=C1)C)S(=O)(=O)C)OC)C(=NN3)C)(C)C 7-Fluoro-9-methoxy-1,4,4-trimethyl-8-(6-methyl-1-methylsulfonyl-1H-indol-4-yl)-5H-[1,2,4]triazolo[4,3-a]quinoxaline